[Al].[Ga].[Ni].BrC=1C=CC=C2C=C(N=CC12)C=1CCOCC1 8-bromo-3-(3,6-dihydro-2H-pyran-4-yl)isoquinoline nickel-gallium-aluminum